2-chloro-1H-indol ClC=1NC2=CC=CC=C2C1